ClC1=C(N)C(=CC=C1)C 2-chloro-6-methyl-aniline